2,4,6,9,10-pentazatetracyclo[7.5.2.05,15.012,16]hexadecane-1(2),3,5(15),10,12(16),13-hexaene C12=NC=NC=3NCCN4N=CC(C=C1)=C4C23